4-(ethylamino)-2-((8-(4-morpholino-piperidine-1-carbonyl)-2,3-dihydrobenzo[b][1,4]dioxin-5-yl)amino)-7H-pyrrolo[2,3-d]pyrimidine-5-carbonitrile C(C)NC=1C2=C(N=C(N1)NC1=CC=C(C=3OCCOC31)C(=O)N3CCC(CC3)N3CCOCC3)NC=C2C#N